P([O-])([O-])[S-].NC(=O)C1=CC=CC2=CN(N=C12)C1=CC=C(C[NH+]2CCC(CC2)(O)C2=[NH+]C=CC=C2)C=C1.P([O-])([O-])[S-].NC(=O)C1=CC=CC2=CN(N=C12)C1=CC=C(C[NH+]2CCC(CC2)(O)C2=[NH+]C=CC=C2)C=C1.NC(=O)C1=CC=CC2=CN(N=C12)C1=CC=C(C[NH+]2CCC(CC2)(O)C2=[NH+]C=CC=C2)C=C1 2-(1-{4-[7-(aminocarbonyl)-2H-indazole-2-yl]benzyl}-4-hydroxypiperidinium-4-yl)pyridinium phosphorothioite